NC1=NC=C(C2=C1C(=NN2[C@@H]2CN(CC2)C(C=C)=O)C#CC2=CC1=C(N(C=N1)C1CC1)C=C2)C(=O)C2CC2 (S)-1-(3-(4-amino-7-(cyclopropylcarbonyl)-3-((1-cyclopropyl-1H-benzo[d]imidazol-5-yl)ethynyl)-1H-pyrazolo[4,3-c]pyridin-1-yl)pyrrolidin-1-yl)prop-2-en-1-one